4'-((2,4-diamino-7H-pyrrolo[3',2':5,6]pyrido[4,3-d]pyrimidin-7-yl)methyl)-[1,1'-biphenyl]-2-carbonitrile NC=1N=C(C2=C(N1)C1=C(N=C2)N(C=C1)CC1=CC=C(C=C1)C=1C(=CC=CC1)C#N)N